N(=O)NC([O-])=O (nitroso)carbamate